N-(4-cyclopropyl-6-(((6-cyclopropyl-8-(3-methyl-2,4-dioxoimidazolidin-1-yl)imidazo[1,2-a]pyridin-2-yl)methyl)amino)pyrimidin-2-yl)-2-(4-methylpyrimidin-2-yl)cyclopropane-1-carboxamide C1(CC1)C1=NC(=NC(=C1)NCC=1N=C2N(C=C(C=C2N2C(N(C(C2)=O)C)=O)C2CC2)C1)NC(=O)C1C(C1)C1=NC=CC(=N1)C